ClC=1C=C(C=C(C1)C)C=1C(=NN(C1C(=O)O)C=1SC(=C(N1)C1=CC(=C(C=C1)Cl)Cl)SC(C)C)C 4-(3-chloro-5-methylphenyl)-1-(4-(3,4-dichlorophenyl)-5-(isopropylsulfanyl)thiazol-2-yl)-3-methyl-1H-pyrazole-5-carboxylic acid